ethyl (E)-3-(2-(1-oxoisoindolin-2-yl)phenyl)acrylate O=C1N(CC2=CC=CC=C12)C1=C(C=CC=C1)/C=C/C(=O)OCC